FC=1C(=C(C=C(C1)C(F)(F)F)C(C(=O)OC(C)(C)C)N1C[C@@H](CC1)N(CCCCCC1=NC=2NCCCC2C=C1)C)OC tert-butyl 2-(3-fluoro-2-methoxy-5-(trifluoromethyl)phenyl)-2-((R)-3-(methyl(5-(5,6,7,8-tetrahydro-1,8-naphthyridin-2-yl)pentyl)amino)pyrrolidin-1-yl)acetate